O=S1(CCC(CC1)C=CCCCCCCCCC(=O)O)=O 11-(1,1-dioxotetrahydro-2H-thiopyran-4-yl)undec-10-enoic acid